2-[(furan-2-ylmethyl)sulfonyl]-5-methylpyrazine O1C(=CC=C1)CS(=O)(=O)C1=NC=C(N=C1)C